CC1=CC=C(C(=O)OC[C@]2(O[C@H](C[C@@H]2OC(C2=CC=C(C=C2)C)=O)N2C3=NC=NC(=C3N=C2)O)C=C)C=C1 [(2R,3S,5R)-5-(6-hydroxypurin-9-yl)-3-(4-methylbenzoyl)oxy-2-vinyl-tetrahydrofuran-2-yl]methyl 4-methylbenzoate